N[C@H](C(=O)O)CC1=CC=C(C=C1)C=1C=NN(C1)CCCOC (S)-2-amino-3-(4-(1-(3-methoxypropyl)-1H-pyrazol-4-yl)phenyl)propanoic acid